ethyl 6-chloro-3-(3-((1,2,3,4-tetrahydro-1,4-methanonaphthalen-5-yl)oxy)propyl)-7-(1,3,5-trimethyl-1H-pyrazol-4-yl)-1H-indole-2-carboxylate ClC1=CC=C2C(=C(NC2=C1C=1C(=NN(C1C)C)C)C(=O)OCC)CCCOC1=C2C3CCC(C2=CC=C1)C3